FC1=C(C=C(C=C1)N(C(=O)C=1N=CC=2N(C1)C(=CN2)C2=CC=C(C=C2)NC(COC)=O)C)OC N-(4-fluoro-3-methoxy-phenyl)-3-[4-[(2-methoxyacetyl)amino]phenyl]-N-methyl-imidazo[1,2-a]pyrazine-6-carboxamide